FC1CNCCC1N1CCC(CC1)N1N=C(C=2C1=NC=NC2N)C2=CC=C(C=C2)OC2=CC=CC=C2 cis-1-(3'-fluoro-[1,4'-bipiperidin]-4-yl)-3-(4-phenoxyphenyl)-1H-pyrazolo[3,4-d]pyrimidin-4-amine